Undecane iodide [I-].CCCCCCCCCCC